CN1C(NC(C=C1COC1=C2C[C@@H](CN(C2=CC=C1)C1=CC=C(C=C1)C(F)(F)F)CNC(C=C)=O)=O)=O |o1:12| (R)- or (S)-N-((5-((3-methyl-2,6-dioxo-1,2,3,6-tetrahydropyrimidin-4-yl)methoxy)-1-(4-(trifluoromethyl)phenyl)-1,2,3,4-tetrahydroquinolin-3-yl)methyl)acrylamide